2-(4,5-dichloro-6-oxopyridazin-1(6H)-yl)-N-(piperidin-3-yl)acetamide ClC=1C=NN(C(C1Cl)=O)CC(=O)NC1CNCCC1